(E)-8-(4-(3-(6,7-dimethoxy-3,4-dihydroisoquinolin-2(1H)-yl)-3-oxoprop-1-en-1-yl)-2-methoxyphenoxy)-N-hydroxyoctanamide COC=1C=C2CCN(CC2=CC1OC)C(/C=C/C1=CC(=C(OCCCCCCCC(=O)NO)C=C1)OC)=O